Diethyl ((1-(7,9-difluoro-2-(prop-1-en-2-yl)-5H-pyrimido[5,4-b]indol-4-yl)piperidin-4-yl)methyl)phosphonate FC=1C=C(C=2C3=C(NC2C1)C(=NC(=N3)C(=C)C)N3CCC(CC3)CP(OCC)(OCC)=O)F